3-cyclopropyl-8-fluoro-5-(3-hydroxyazetidine-1-carbonyl)-N-[6-(4-isopropyl-4H-1,2,4-triazol-3-yl)pyridin-2-yl]-5,6-dihydro-4H-benzo[f]imidazo[1,5-a][1,4]diazepine-9-carboxamide C1(CC1)C=1N=CN2C1CN(CC1=C2C=C(C(=C1)F)C(=O)NC1=NC(=CC=C1)C1=NN=CN1C(C)C)C(=O)N1CC(C1)O